COCOC1=C(C=CC=C1)C1=CC2=C(N=N1)N(C=C2)COCC[Si](C)(C)C 3-(2-(methoxymethoxy)phenyl)-7-((2-(trimethylsilyl)ethoxy)methyl)-7H-pyrrolo[2,3-c]pyridazine